2-(benzyloxy)-4-(chloromethyl)-6-(3,5-dichlorophenyl)pyridine C(C1=CC=CC=C1)OC1=NC(=CC(=C1)CCl)C1=CC(=CC(=C1)Cl)Cl